O1COC2=C1C=CC(=C2)CNC(CC2=CC=1NC3=CC=CC=C3C1C=C2)=O N-(benzo[d][1,3]dioxol-5-ylmethyl)-2-(9H-carbazol-2-yl)acetamide